ClC=1C(=NC(=C(C(=O)NC2=CC(NC=C2)=O)C1C)N1CCC2(CC2)CC1)C 5-chloro-4,6-dimethyl-N-(2-oxo-1,2-dihydropyridin-4-yl)-2-(6-azaspiro[2.5]octan-6-yl)nicotinamide